N1C=NC2=C1C=CC(=C2)N2C([C@@H]([C@@H]2C2=C(C=C(C=C2F)C=2C=NN(C2)C(F)(F)F)F)C)=O (3R,4R)-1-(1H-benzo[d]imidazol-5-yl)-4-(2,6-difluoro-4-(1-(trifluoromethyl)-1H-pyrazol-4-yl)phenyl)-3-methylazetidin-2-one